C(C)(C)N1C=NC(=C1C=1NC=C(N1)C(=O)NC1=CC=C(C=C1)CCC(=O)O)C1=CC=C(C=C1)C(F)(F)F 3-(4-(3'-isopropyl-5'-(4-(trifluoromethyl)phenyl)-1H,3'H-[2,4'-biimidazole]-4-carboxamido)phenyl)propanoic acid